cinnamyl acetate ((E)-3-phenylprop-2-en-1-yl acetate) C1(=CC=CC=C1)/C=C/CCC(=O)O.C(C)(=O)OCC=CC1=CC=CC=C1